NC1CCN(CC1)C1=C(C=NC2=CC=C(C=C12)C1=C(C(=CC(=C1)F)F)NC(=O)NOC)C1=CC(=CC(=C1)F)F 1-{2-[4-(4-Aminopiperidin-1-yl)-3-(3,5-difluorophenyl)quinolin-6-yl]-4,6-difluorophenyl}-3-methoxyurea